2-(3-chloro-6-methylpyridin-2-yl)-7-fluoro-6-hydroxy-4-isopropylisoquinolin-1(2H)-one ClC=1C(=NC(=CC1)C)N1C(C2=CC(=C(C=C2C(=C1)C(C)C)O)F)=O